C1(=CC=CC=C1)NC(N)=O 3-phenylurea